Cl.NC1CC2CCC(C1)N2C2=CN=C1C(=N2)NC=C1C1=C(C2=C(NC(S2)=O)C=C1)Cl 6-{3-[endo-3-amino-8-azabicyclo[3.2.1]octan-8-yl]-5H-pyrrolo[2,3-b]pyrazin-7-yl}-7-chloro-2,3-dihydro-1,3-benzothiazol-2-one, hydrochloride salt